C(C1=CC=CC=C1)C1CCN(CC1)C(CCC=1C(=NN(C1C)C=1C=CC=2N(N1)C(=NN2)CC)C)=O 1-(4-benzylpiperidin-1-yl)-3-(1-(3-ethyl-[1,2,4]triazolo[4,3-b]pyridazin-6-yl)-3,5-dimethyl-1H-pyrazol-4-yl)propan-1-one